ClC1=C(C=CC(=C1OC=1C(=C2C(N(C=NC2=CC1)C)=O)Cl)F)NS(=O)(=O)N1CC(C1)COC N-(2-chloro-3-((5-chloro-3-methyl-4-oxo-3,4-dihydroquinazolin-6-yl)oxy)-4-fluorophenyl)-3-(methoxymethyl)azetidine-1-sulfonamide